1-(4-bromophenethyl)-1H-tetrazol BrC1=CC=C(CCN2N=NN=C2)C=C1